O(C(CO)C)C(CO)C 2,2'-oxybis-1-propanol